C(C=C)OC(C(CCCN1OCC2C1C(CN2C(=O)OC(C)(C)C)(F)F)(C)OCOC)=O tert-butyl 1-(5-(allyloxy)-4-(methoxymethoxy)-4-methyl-5-oxopentyl)-6,6-difluorotetrahydro-1H-pyrrolo[3,2-c]isoxazole-4(5H)-carboxylate